1,2,4,5-tetra(carboxyphenyl)benzene C(=O)(O)C1=C(C=CC=C1)C1=C(C=C(C(=C1)C1=C(C=CC=C1)C(=O)O)C1=C(C=CC=C1)C(=O)O)C1=C(C=CC=C1)C(=O)O